5-(2-(3-methoxy-5-(1-(pyrrolidin-1-yl)ethyl)phenylamino)-5-methylpyrimidin-4-ylamino)benzo[d]oxazol-2(3H)-one COC=1C=C(C=C(C1)C(C)N1CCCC1)NC1=NC=C(C(=N1)NC=1C=CC2=C(NC(O2)=O)C1)C